4-(cyanomethyl)-2,3,5,6-tetrafluorobenzonitrile C(#N)CC1=C(C(=C(C#N)C(=C1F)F)F)F